3-({2-[(tert-butyldimethylsilyl)oxy]ethyl}sulfanyl)-6-chloro-N-[(2,4-dimethoxyphenyl)methyl]pyridazin-4-amine [Si](C)(C)(C(C)(C)C)OCCSC=1N=NC(=CC1NCC1=C(C=C(C=C1)OC)OC)Cl